3-(8-amino-5-(4-methyl-oxazol-5-yl)-2-(pyridin-2-ylmethyl)-[1,2,4]triazolo[1,5-a]pyrazin-6-yl)-2-fluorobenzonitrile NC=1C=2N(C(=C(N1)C=1C(=C(C#N)C=CC1)F)C1=C(N=CO1)C)N=C(N2)CC2=NC=CC=C2